C(C)(C)(C)O\N=C\C1=NC=2N(C(N(C(C2N1CC1=CC=C(C=C1)Cl)=O)CCCO)=O)C (E)-7-(4-chlorobenzyl)-1-(3-hydroxypropyl)-3-methyl-2,6-dioxo-2,3,6,7-tetrahydro-1H-purine-8-carbaldehyde-O-(tert-butyl)oxime